4-{5-[5-Cyano-6-(2-methoxyethoxy)-1H-indazol-3-yl]-1,2-oxazol-3-yl}-N,N-dimethylbenzamid C(#N)C=1C=C2C(=NNC2=CC1OCCOC)C1=CC(=NO1)C1=CC=C(C(=O)N(C)C)C=C1